4-bromo-5-ethyl-N-methoxy-N,1-dimethyl-1H-pyrazole-3-carboxamide BrC=1C(=NN(C1CC)C)C(=O)N(C)OC